3-[(1-phenylpiperidin-4-yl)carbamoyl]-4-phenylpyrrolidine dihydrochloride Cl.Cl.C1(=CC=CC=C1)N1CCC(CC1)NC(=O)C1CNCC1C1=CC=CC=C1